C(=C=C)C1(C[C@@H]2CCCC[C@H]2CC1)O (4aS,8aS)-2-(propa-1,2-dien-1-yl)decahydronaphthalen-2-ol